NN=CNCC(=O)O N-(Aminoiminomethyl)-glycin